ClC=1C=NC=C(C1[C@@H](C)OC=1C=C2C(=NN(C2=CC1)C1OCCCC1)C=1C=C(C(=O)O)C=CC1)Cl 3-(5-((R)-1-(3,5-Dichloropyridin-4-yl)ethoxy)-1-(tetrahydro-2H-pyran-2-yl)-1H-indazol-3-yl)benzoic acid